tert-butyl 6-formyl-1H-benzo[d]imidazole-1-carboxylate C(=O)C=1C=CC2=C(N(C=N2)C(=O)OC(C)(C)C)C1